(R)-{5-[1-(2,2-difluoro-propyl)-5-(tetrahydro-pyran-4-yl)-1H-[1,2,4]triazol-3-yl]-pyridin-3-yl}-(1,3-dimethyl-azetidin-3-yl)-(4-isopropyl-phenyl)-methanol FC(CN1N=C(N=C1C1CCOCC1)C=1C=C(C=NC1)[C@@](O)(C1=CC=C(C=C1)C(C)C)C1(CN(C1)C)C)(C)F